2-[4-iodo-3-methyl-5-[2-[2-methyl-4-[1-tetrahydropyran-2-yl-3-[(E)-2-(4,4,5,5-tetramethyl-1,3,2-dioxaborolan-2-yl)vinyl]indazol-5-yl]pyrazol-3-yl]oxyethoxymethyl]pyrazol-1-yl]acetate IC=1C(=NN(C1COCCOC=1N(N=CC1C=1C=C2C(=NN(C2=CC1)C1OCCCC1)\C=C\B1OC(C(O1)(C)C)(C)C)C)CC(=O)[O-])C